O[C@@]1(C(N(CC1)C)=O)C1=CC(=NO1)C1=CC(=CC(=C1)B1OC(C(O1)(C)C)(C)C)OC (R)-3-Hydroxy-3-(3-(3-methoxy-5-(4,4,5,5-tetramethyl-1,3,2-dioxaborolan-2-yl)phenyl)isoxazol-5-yl)-1-methylpyrrolidin-2-one